FC=1N=C2C(=CC=NC2=CC1F)C1=CC=2C(NCCC2N1)=O 2-(6,7-difluoro-1,5-naphthyridin-4-yl)-1h,5h,6h,7h-pyrrolo[3,2-c]Pyridin-4-one